Tert-Butyl 4-bromoindoline-1-carboxylate BrC1=C2CCN(C2=CC=C1)C(=O)OC(C)(C)C